(E)-1-methyl-4-(3-phenoxyprop-1-en-1-yl)benzene CC1=CC=C(C=C1)\C=C\COC1=CC=CC=C1